tert-butyl (1R,5S)-3-(7-chloro-8-fluoro-2-((2-methylenetetrahydro-1H-pyrrolizin-7a(5H)-yl)methoxy) pyrido[4,3-d]pyrimidin-4-yl)-3,8-diazabicyclo[3.2.1]octane-8-carboxylate ClC1=C(C=2N=C(N=C(C2C=N1)N1C[C@H]2CC[C@@H](C1)N2C(=O)OC(C)(C)C)OCC21CCCN1CC(C2)=C)F